6-(6-(Trifluoromethyl)pyrazin-2-yl)-N2,N4-bis((R)-1,1,1-trifluoropropan-2-yl)-1,3,5-triazine-2,4-diamine FC(C1=CN=CC(=N1)C1=NC(=NC(=N1)N[C@@H](C(F)(F)F)C)N[C@@H](C(F)(F)F)C)(F)F